CN(C)C[C@]1(C[C@H](N(C1)C(=O)OC(C)(C)C)C(=O)OCC1=CC=CC=C1)F (2S,4S)-2-benzyl 1-tert-butyl 4-((dimethylamino)methyl)-4-fluoropyrrolidine-1,2-dicarboxylate